ClC1=CC(=CC(=N1)N1CCNCC1)C(F)(F)F 1-[6-chloro-4-(trifluoromethyl)-2-pyridinyl]piperazine